[Si](C1=CC=CC=C1)(C1=CC=CC=C1)(C(C)(C)C)OCC(CN1C=C(C2=CC=CC(=C12)C1=C(C2=C(N(C(=N2)C)C)C=C1C)O)C(=O)C1=CC(=C(C(=C1)F)F)F)(F)F (1-(3-((tert-butyldiphenylsilyl)oxy)-2,2-difluoropropyl)-7-(4-hydroxy-1,2,6-trimethyl-1H-benzo[d]imidazol-5-yl)-1H-indol-3-yl)(3,4,5-trifluorophenyl)methanone